4-fluoro-1-[2-(4-methoxyphenyl)acetyl]-N-{phenyl-[4-(prop-2-yl)phenyl]methyl}pyrrolidine-2-carboxamide FC1CC(N(C1)C(CC1=CC=C(C=C1)OC)=O)C(=O)NC(C1=CC=C(C=C1)C(C)C)C1=CC=CC=C1